3-((2-(3,6-diazabicyclo[3.1.1]heptan-3-yl)-7-(thiazol-2-yl)benzo[d]oxazol-4-yl)oxy)cyclobutan-1-ol C12CN(CC(N1)C2)C=2OC1=C(N2)C(=CC=C1C=1SC=CN1)OC1CC(C1)O